1,2-bis(2-hydroxyethyl)pyridinium OCC[N+]1=C(C=CC=C1)CCO